(S)-2-(((tetrahydrofuran-3-yl)oxy)methyl)quinoline-6-carbaldehyde O1C[C@H](CC1)OCC1=NC2=CC=C(C=C2C=C1)C=O